C(C)C(COC(CCCCC(CN(CCCCC(=O)OCCN1CCN(CC1)CCSSCCCN(CC(CCCCCCC(=O)OCCC(C)C)O)CC(CCCCCCC(=O)OCCC(C)C)O)CC(CCCCC(OCC(CC)CC)=O)O)O)=O)CC Diisopentyl 9,9'-((3-((2-(4-(2-((5-(bis(7-(2-ethylbutoxy)-2-hydroxy-7-oxoheptyl)amino)-pentanoyl)oxy)ethyl)piperazin-1-yl)ethyl)disulfaneyl)propyl)azanediyl)bis(8-hydroxynonanoate)